[Na+].[Na+].O[B-]1([C@@H]2C[C@@H]2C2=CC=C(C(=C2O1)C(=O)O)OC1CN(C1)C([C@](N)(CO)C)=O)O.O[B-]1([C@@H]2C[C@@H]2C2=CC=C(C(=C2O1)C(=O)O)OC1CN(C1)C([C@](N)(CO)C)=O)O (2S,4R)-5,5-dihydroxy-9-[1-(2-methyl-D-seryl)azetidin-3-yl]oxy-6-oxa-5-boranuidatricyclo[5.4.0.02,4]undeca-1(11),7,9-triene-8-carboxylic acid disodium salt